2-((tert-butoxycarbonyl)amino)-5-methylisonicotinic acid C(C)(C)(C)OC(=O)NC=1C=C(C(=O)O)C(=CN1)C